ClC1=C(C(=CC=C1F)Cl)C(C)OC=1C(=NC=C(C1)C1=CC=C(C=C1)OCCN(CC)CC)N 3-[1-(2,6-dichloro-3-fluoro-phenyl)-ethoxy]-5-[4-(2-diethylamino-ethoxy)-phenyl]-pyridin-2-ylamine